OCCN1C(N(C(N(C1=O)CCO)=O)CCO)=O tris-(2-hydroxylethyl)-isocyanuric acid